ClC1=C(C=CC=C1Cl)C1(CN(C1)C(=O)OC(C)(C)C)NC1=CC=C2C=CN(C(C2=C1)=O)C tert-butyl 3-(2,3-dichlorophenyl)-3-((2-methyl-1-oxo-1,2-dihydroisoquinolin-7-yl)amino)azetidine-1-carboxylate